FC=1C=C(CCOC=2C=C3N(C(N2)=O)CC24N3CC(C2)C4)C=C(C1OC1=CC(=NC=C1)C(F)(F)F)F 3-(3,5-Difluoro-4-((2-(trifluoromethyl)pyridin-4-yl)oxy)phenethoxy)-7,8-dihydro-1H,6H,9H-7,8a-methanopyrrolo[1',2':3,4]imidazo[1,2-c]pyrimidin-1-one